BrC=1C2=CN(N=C2C=C(C1)C(=O)N)COCC[Si](C)(C)C 4-bromo-2-((2-(trimethylsilyl)ethoxy)methyl)-2H-indazole-6-carboxamide